5-hydroxymethyl-1-aza-3,7-dioxabicyclo[3.3.0]octane OCC12COCN2COC1